(E)-N-(2-(3-(hydroxyamino)-3-oxoprop-1-en-1-yl)phenyl)-2-(pyridin-3-yl)thiazole-5-carboxamide ONC(/C=C/C1=C(C=CC=C1)NC(=O)C1=CN=C(S1)C=1C=NC=CC1)=O